Cl.Cl.C1(=CC=CC=C1)C(C)N1CCNCC1 1-(1-phenylethyl)piperazine dihydrochloride